N-(2-aminoethoxy)-pyrazole NCCON1N=CC=C1